FC(C(=O)OC)(C)F Methyl 2,2-difluoropropionate